CCC(=O)OCC(COC(=O)CC)OC(=O)CC The molecule is a triglyceride obtained by formal acylation of the three hydroxy groups of glycerol by propionic acid. It has a role as a flavouring agent. It is a triglyceride and a propanoate ester.